(±)-(4aR,13bS)-10,11-dichloro-4-(pyridin-4-ylmethyl)-1,2,3,4,4a,5,6,13b-octahydro-8H-[1,6]naphthyridino[5,6-b]quinazolin-8-one ClC=1C=C2C(N3C(=NC2=CC1Cl)[C@H]1CCCN([C@@H]1CC3)CC3=CC=NC=C3)=O |r|